C1(=CC=C(C=C1)OCCO)OCCO 2,2'-(1,4-Phenylenedioxy)diethanol